N-(4-methylcyclohexyl)-2-phenyl-4H-pyrrolo[2,3-d]thiazole-5-carboxamide CC1CCC(CC1)NC(=O)C1=CC2=C(N=C(S2)C2=CC=CC=C2)N1